CNC(=O)C=1C=CC2=C(OC[C@@H]3N2CCN=C3)N1 |r| (±)-8-(Methylaminocarbonyl)-1,2,4a,5-tetrahydropyrazino[1,2-d]pyrido[2,3-b][1,4]oxazine